N1C=C(C2=CC=CC=C12)C=1C2=C(N=C(N1)N1CCOCC1)CN(CC2)C(=O)C2CC2 (4-(1H-indol-3-yl)-2-morpholino-5,8-dihydropyrido[3,4-d]pyrimidin-7(6H)-yl)(cyclopropyl)methanone